C(CCC)[C@]1(CS(C2=C(N(C1)C1=CC=C(C=C1)F)C=C(C(=C2)O)SC)(=O)=O)CC (R)-3-butyl-3-ethyl-5-(4-fluorophenyl)-8-hydroxy-7-(methylthio)-2,3,4,5-tetrahydrobenzo-1,5-thiazepine 1,1-dioxide